BrC1=C(C(=O)OC)C=C(C(=C1)F)Cl methyl 2-bromo-5-chloro-4-fluorobenzoate